5-(1H-pyrazol-4-yl)-2-(6-((2,2,6,6-tetramethylpiperidin-4-yl)thio)pyridazin-3-yl)phenol N1N=CC(=C1)C=1C=CC(=C(C1)O)C=1N=NC(=CC1)SC1CC(NC(C1)(C)C)(C)C